2,2'-((((R)-3-(benzyloxy)propane-1,2-diyl)bis(oxy))bis(ethane-2,1-diyl))bis(tetrahydro-2H-pyran) C(C1=CC=CC=C1)OC[C@@H](COCCC1OCCCC1)OCCC1OCCCC1